20-oxo-7,10,13,16-tetraoxa-4,19-diazatricosanoic acid O=C(NCCOCCOCCOCCOCCNCCC(=O)O)CCC